(S)-3-((7-methoxy-2-methyl-4-oxo-3,4-dihydroquinazolin-6-yl)oxy)pyrrolidine-1-carboxylic acid tert-butyl ester C(C)(C)(C)OC(=O)N1C[C@H](CC1)OC=1C=C2C(NC(=NC2=CC1OC)C)=O